tert-butyl (2-bromo-6-chlorobenzyl)carbamate BrC1=C(CNC(OC(C)(C)C)=O)C(=CC=C1)Cl